ClC1=CC=C2C=C(C=NC2=C1)C 7-Chloro-3-methylquinolin